(S)-(Z)-2-fluoro-3-((3-methyl-7-(methylthio)-1,1-dioxido-5-phenyl-3-propyl-2,3,4,5-tetrahydro-1,5-benzothiazepin-8-yl)oxy)acrylic acid F\C(\C(=O)O)=C/OC1=CC2=C(N(C[C@@](CS2(=O)=O)(CCC)C)C2=CC=CC=C2)C=C1SC